CN1C[C@@H](CC1)OC=1C(=C(N)C(=CC1)[N+](=O)[O-])C(F)(F)F (R)-3-((1-methylpyrrolidin-3-yl)oxy)-6-nitro-2-(trifluoromethyl)aniline